tert-Butyl 3-(4-(benzyloxy)-7-(4,4,5,5-tetramethyl-1,3,2-dioxaborolan-2-yl)benzo[d]oxazol-2-yl)-3,8-diazabicyclo[3.2.1]octane-8-carboxylate C(C1=CC=CC=C1)OC1=CC=C(C2=C1N=C(O2)N2CC1CCC(C2)N1C(=O)OC(C)(C)C)B1OC(C(O1)(C)C)(C)C